ClC1=CC=2C(C3=CC=CC=C3SC2C=C1)=O 2-chloro-9H-thioxanthen-9-one